N-(tert-butyloxycarbonyl)-4-aminobutyric acid C(C)(C)(C)OC(=O)NCCCC(=O)O